3-(4-carboxybutyl)thiophene Ethyl-1,3,5-trimethylpyrrole-2-carboxylate C(C)OC(=O)C=1N(C(=CC1C)C)C.C(=O)(O)CCCCC1=CSC=C1